C(C)OC=1C=2N(C=CC1C=1C=NNC1)N=C(N2)NC2=C(C=C(C=C2)S(=O)(=O)NCC2CC1(CN(C1)C1=CC(=C(C(=O)[O-])C=C1)C=O)C2)C 4-(6-(((4-((8-ethoxy-7-(1H-pyrazol-4-yl)-[1,2,4]triazolo[1,5-a]pyridin-2-yl) amino)-3-methylphenyl) sulfonamido) methyl)-2-azaspiro[3.3]heptan-2-yl)-2-formylbenzoate